4,2-oxazin C1=NCOC=C1